(S,E)-N-((4-(Methoxyimino)-1-(2'-methyl-[1,1'-biphenyl]-4-carbonyl)pyrrolidin-2-yl)methyl)benzamide CO\N=C\1/C[C@H](N(C1)C(=O)C1=CC=C(C=C1)C1=C(C=CC=C1)C)CNC(C1=CC=CC=C1)=O